C(CCCC(=O)OCC1=C(C(=CC=C1)C)[N+](=O)[O-])(=O)OCC1=C(C(=CC=C1)C)[N+](=O)[O-] Glutaric acid, di(3-methyl-2-nitrobenzyl) ester